C(C)(C)(C)OC(=O)N1CCC(CC1)C=1OC2=C(N1)C=C(C=C2)C2CC2 4-(5-Cyclopropyl-1,3-benzooxazol-2-yl)piperidine-1-carboxylic acid tert-butyl ester